COC1=C(C=CC=C1)C(C(=O)NCC1=CC=C(C=C1)OC)=C 2-(2-methoxyphenyl)-N-[(4-methoxyphenyl)methyl]Prop-2-enamide